tert-butyl 4-[5-methyl-1-[4-(trifluoromethoxy)phenyl]pyrazol-3-yl]-1,4-diazepane-1-carboxylate CC1=CC(=NN1C1=CC=C(C=C1)OC(F)(F)F)N1CCN(CCC1)C(=O)OC(C)(C)C